FC=1C=C2C(C=C(N(C2=CC1)C)C(=O)[O-])=C=O 6-fluoro-1-methyl-4-carbonyl-1,4-dihydroquinoline-2-carboxylate